methyl 2-hydroxy-5-methyl-4-oxo-2-(trifluoromethyl)hexanoate OC(C(=O)OC)(CC(C(C)C)=O)C(F)(F)F